3-nonyl-phosphate CCC(CCCCCC)OP(=O)([O-])[O-]